ClC1=CC(=C2N=CC(=NC2=C1)COC)C=1SC2=C(N1)C=CC(=C2)OC 2-(7-chloro-2-(methoxymethyl)quinoxalin-5-yl)-6-methoxybenzo[d]Thiazole